N1(N=CN=C1)C(C1=CC=C(C#N)C=C1)C1=CC=C(C#N)C=C1 4,4'-(1H-1,2,4-triazol-1-ylmethylene)bis-benzonitrile